2-amino-1-(2-fluoro-pyridin-4-yl)ethanol NCC(O)C1=CC(=NC=C1)F